acetimidamide HCl salt Cl.C(C)(N)=N